6-amino-7-methyl-1-[(1S)-1-phenylethyl]quinoxalin-2-one NC=1C=C2N=CC(N(C2=CC1C)[C@@H](C)C1=CC=CC=C1)=O